FC1(CN(CCC1=O)C(=O)OCC[Si](C)(C)C)F 2-(trimethylsilyl)ethyl 3,3-difluoro-4-oxopiperidine-1-carboxylate